N=1N=CN2C1C=1N(CCC2)N=C2C1CN(CC2)C(=O)OC(C)(C)C tert-Butyl 6,7,10,11-tetrahydro-5H-pyrido[4',3':3,4]pyrazolo[1,5-a][1,2,4]triazolo[3,4-c][1,4]diazepine-12(13H)-carboxylate